2-bromo-4,4-dimethylcyclohexane BrC1CCCC(C1)(C)C